ClC=1C=C(C=CC1)[C@@H]1[C@H](C1)C(=O)NC1=NC(=NC(=C1)NCC=1N=C2N(C=C(C=C2)C2CC2)C1)OC |r| rac-(1S*,2S*)-2-(3-chlorophenyl)-N-(6-(((6-cyclopropylimidazo[1,2-a]pyridin-2-yl)methyl)amino)-2-methoxypyrimidin-4-yl)cyclopropane-1-carboxamide